NC1=NC=CC(=C1)C1=CC=C(C#N)C=C1 4-(2-aminopyridin-4-yl)benzonitrile